COC1CCN(CC1)C[C@H](C(C)C)N(C(C1=CC(=CC=C1)C)=O)C (S)-N-(1-(4-Methoxypiperidin-1-yl)-3-methylbutan-2-yl)-N,3-dimethylbenzamide